BrC1=CC=C(C=C1)C(=C)[SiH](C1=CC=CC=C1)C1=CC=CC=C1 (1-(4-bromophenyl)vinyl)diphenylsilane